NC1=C(C(=NN1C1CC(C1)(C)O)C1=CC=C2C=C(C(=NC2=C1F)C1=CC=CC=C1)F)C#N 5-amino-3-(3,8-difluoro-2-phenylquinolin-7-yl)-1-((1s,3s)-3-hydroxy-3-methylcyclobutyl)-1H-pyrazole-4-carbonitrile